4-(4-benzo[1,3]dioxol-5-yl-1-hydroxy-5-pyridin-2-yl-1H-imidazol-2-yl)benzonitrile O1COC2=C1C=CC(=C2)C=2N=C(N(C2C2=NC=CC=C2)O)C2=CC=C(C#N)C=C2